N2-butyl-N2-methyl-6-(piperazin-1-yl)-N4-[1-(propan-2-yl)-1H-pyrazolo[4,3-c]pyridin-6-yl]pyrimidine-2,4-diamine C(CCC)N(C1=NC(=CC(=N1)NC1=CC2=C(C=N1)C=NN2C(C)C)N2CCNCC2)C